COC1=C(C=CC(=C1)C(F)(F)F)C1=C(C=C(O1)C(O)C1CN2CCC1CC2)C (5-(2-Methoxy-4-(trifluoromethyl)phenyl)-4-methylfuran-2-yl)(quinuclidin-3-yl)methanol